7-(2-(3-(trifluoromethyl)-1H-pyrazol-1-yl)-5-(4-(trifluoromethyl)phenyl)oxazol-4-yl)-1,7-naphthyridin-8(7H)-one FC(C1=NN(C=C1)C=1OC(=C(N1)N1C=CC=2C=CC=NC2C1=O)C1=CC=C(C=C1)C(F)(F)F)(F)F